N-(5-(N-(2,6-dimethylphenyl)sulfamoyl)-6-methoxypyridin-3-yl)-2-phenylnicotinamide CC1=C(C(=CC=C1)C)NS(=O)(=O)C=1C=C(C=NC1OC)NC(C1=C(N=CC=C1)C1=CC=CC=C1)=O